ClC1=C(C=CC(=C1)OC1=CC=CC=C1)C(=O)C1=CNC=2N=CN=C(C21)N[C@H]2CO[C@@H](CC2)CO (2-Chloro-4-phenoxyphenyl)(4-(((3R,6S)-6-(hydroxymethyl)tetrahydro-2H-pyran-3-yl)amino)-7h-pyrrolo(2,3-d)pyrimidin-5-yl)methanone